Cl.CN1C2=C(C=C1C(=O)NC1=CC(=CC=C1)COC1=CC(=CC=C1)OC1CCNCC1)SC=C2 4-Methyl-N-[3-[[3-(4-piperidyloxy)phenoxy]methyl]phenyl]thieno[3,2-b]pyrrole-5-carboxamide hydrochloride